BrC=1C(=CC2=C(SC(=C2)C(CCC(=O)O)=O)C1)OCCCOC=1C=C2CN(CC2=CC1OC)C(CCC(=O)O)=O 4-(5-(3-((6-bromo-2-(3-carboxypropionyl)benzo[b]thiophen-5-yl)oxy)propoxy)-6-methoxyisoindolin-2-yl)-4-oxobutanoic acid